Methyl (2S)-4-{[2-{[2-(dimethylamino)ethyl]amino}-2-oxo(1-13C)ethyl]sulfanyl}-2-[3-(dimethylamino)propanamido]butanoate CN(CCNC([13CH2]SCC[C@@H](C(=O)OC)NC(CCN(C)C)=O)=O)C